α-D-glucuronic acid isopropyl ester C(C)(C)OC([C@@H]1[C@H]([C@@H]([C@H]([C@@H](O)O1)O)O)O)=O